ONC(=O)C1=CC2=C(OCC(N2CC2=CC=C(C=C2)OC2=CC=CC=C2)=O)C=C1 N-hydroxy-3-oxo-4-(4-phenoxybenzyl)-3,4-dihydro-2H-benzo[b][1,4]oxazine-6-carboxamide